2-(4-Diethylamino-2-hydroxybenzoyl)-benzoic acid C(C)N(C1=CC(=C(C(=O)C2=C(C(=O)O)C=CC=C2)C=C1)O)CC